C(C)(C)(C)OC(=O)N1C[C@@H](OCC1)CC1=C(N=C2N1C=CC(=C2)Cl)C2=C(C=C(C=C2F)Br)Cl (S)-2-((2-(4-bromo-2-chloro-6-fluorophenyl)-7-chloroimidazo[1,2-a]pyridin-3-yl)methyl)morpholine-4-carboxylic acid tert-butyl ester